C1(CC1)S(=O)(=O)NC(C1=C(C=CC=C1)OC)=O N-(cyclopropanesulfonyl)-2-methoxybenzamide